C(C)N(C(OC(C)(C)C)=O)[C@H]1C[C@@H](OC[C@@H]1OC)C(=O)N1[C@H](C2=CC=CC=C2CC1)C1=CC=C(C=C1)F tert-butyl ethyl((2R,4S,5R)-2-((S)-1-(4-fluorophenyl)-1,2,3,4-tetrahydroisoquinoline-2-carbonyl)-5-methoxytetrahydro-2H-pyran-4-yl)carbamate